3-[123I]iodo-alpha-methyl-L-tyrosine [123I]C=1C=C(C[C@](N)(C(=O)O)C)C=CC1O